N1C=NC=C1CNC(NC1=CC=C(C(=O)OCC)C=C1)=O Ethyl 4-(3-((1H-imidazol-5-yl)methyl)ureido)benzoate